FC(N1N=CC=C1)(F)F 2-trifluoromethylpyrazole